C(CC(C)C)OC(C(=O)OCCC(C)C)=O.O=S1CCC=2N=CN=CC21 5-oxo-6,7-dihydroThieno[3,2-d]pyrimidine Diisoamyl-oxalate